N(=C=S)C1=CC=C(C=C1)C=1NC2=CC=CC=C2C1C(CC(F)(F)F)C=1SC=CC1 2-(4-isothiocyanatophenyl)-3-(3,3,3-trifluoro-1-(thiophen-2-yl)propyl)-1H-indole